N1(CCCCC1)C1CCN(CC1)C(=O)C=1C=C2C(=C(NC2=CC1)C1=CC(=C(C=C1)OC)OC)CC [1,4'-bipiperidin]-1'-yl-(2-(3,4-dimethoxyphenyl)-3-ethyl-1H-indol-5-yl)methanone